N(=[N+]=[N-])C1=C(OC2=CC(=NC=N2)OC2=C(C=CC=C2)/C(/C(=O)[O-])=C\OC)C=CC=C1 (E)-2-{2-(6-(2-azidophenoxy)-pyrimidin-4-yloxy) phenyl}-3-methoxyacrylate